imidazo[4',5':4,5]benzo[1,2-b][1,4]oxazine N1=CN=C2C1=CC=1C(OC=CN1)=C2